NCCN(C(C(=O)OC)CCCC1=CC=CC=C1)C(=O)OCC1=CC=CC=C1 methyl 2-[2-aminoethyl(benzyloxycarbonyl)amino]-5-phenyl-pentanoate